(3-bromophenyl)(6-fluoro-5-isopropylpyridin-2-yl)methylammonium chloride [Cl-].BrC=1C=C(C=CC1)[NH2+]CC1=NC(=C(C=C1)C(C)C)F